C12(CC(C1)C2)N2C[C@H]([C@@H](CC2)NC(=O)C2=CC(=CC=1N(C=NC12)CC(F)(F)F)C#CCNC1=C(C=C(C=C1)C(NC)=O)OC)C trans-N-[1-(1-bicyclo[1.1.1]pentanyl)-3-methyl-4-piperidyl]-6-[3-[2-methoxy-4-(methylcarbamoyl)anilino]prop-1-ynyl]-1-(2,2,2-trifluoroethyl)benzimidazole-4-carboxamide